N[C@H](CO)C(=O)O D-serine